(2S)-methyl 2-(2-(4-methoxy-1H-indole-2-carbonyl)-8-oxa-2-azaspiro[4.5]decane-3-carboxamido)-3-((S)-2-oxopyrrolidin-3-yl)propanoate COC1=C2C=C(NC2=CC=C1)C(=O)N1CC2(CC1C(=O)N[C@H](C(=O)OC)C[C@H]1C(NCC1)=O)CCOCC2